COC(C1=C(C=CC(=C1)O)Br)=O bromo-5-hydroxy-benzoic acid methyl ester